Rac-tert-butyl (2R,6R)-4-((6-((5-(difluoromethoxy)-1H-pyrazol-3-yl)amino)pyrazin-2-yl)oxy)-2,6-dimethylpiperidine-1-carboxylate FC(OC1=CC(=NN1)NC1=CN=CC(=N1)OC1C[C@H](N([C@@H](C1)C)C(=O)OC(C)(C)C)C)F